4-[(6-{4-[(2-fluorophenyl)amino]-3-isopropylimidazo[4,5-c]pyridin-6-yl}-2-oxo-1-[(1s,3s)-3-(piperidin-1-yl)cyclobutyl]spiro[indole-3,4'-piperidin]-1'-yl)carbonyl]benzoic acid FC1=C(C=CC=C1)NC1=NC(=CC2=C1N(C=N2)C(C)C)C2=CC=C1C(=C2)N(C(C12CCN(CC2)C(=O)C2=CC=C(C(=O)O)C=C2)=O)C2CC(C2)N2CCCCC2